3-(5-bromo-2-pyridyl)-3,9-diazaspiro[5.5]undecane BrC=1C=CC(=NC1)N1CCC2(CC1)CCNCC2